hydroxyethyl-para-phenylenediamine OCCNC1=CC=C(C=C1)N